(1,3-Dimethyl-pyrrolidin-3-yl)-(4-phenoxy-phenyl)-(4-trifluoromethoxy-phenyl)-methanol CN1CC(CC1)(C)C(O)(C1=CC=C(C=C1)OC(F)(F)F)C1=CC=C(C=C1)OC1=CC=CC=C1